C1(CC1)N(C1=CC=C(N=N1)C1=C(C=C(C(=C1F)F)C1=CN=NC(=C1)OC)O)C1C[C@]2(CC[C@@](C1)(N2)C)C 2-(6-(cyclopropyl((1R,3s,5S)-1,5-dimethyl-8-azabicyclo[3.2.1]octan-3-yl)amino)pyridazin-3-yl)-3,4-difluoro-5-(6-methoxypyridazin-4-yl)phenol